[Cl-].O(C1=CC=CC=C1)C1=CC=CC=C1 4,4'-oxybisbenzol chloride